C(C)(=O)OC1COC(CC1N(C)C)C 4-(dimethylamino)-6-methyltetrahydro-2H-pyran-3-yl acetate